3-(1H-tetrazole-5-yl)pyrazine-2-amine N1N=NN=C1C=1C(=NC=CN1)N